ClC=1C(=C2C=NNC2=CC1C)C=1C(=NN(C1C)C1CC2(CN(C2)C(C=C)=O)C1)C=1C=C2C=NN(C2=CC1)CCO 1-(6-(4-(5-chloro-6-methyl-1H-indazol-4-yl)-3-(1-(2-hydroxyethyl)-1H-indazol-5-yl)-5-methyl-1H-pyrazol-1-yl)-2-azaspiro[3.3]heptan-2-yl)prop-2-en-1-one